tert-butyl 4-(6-chloropyridazin-3-yl)oxypiperidine-1-carboxylate ClC1=CC=C(N=N1)OC1CCN(CC1)C(=O)OC(C)(C)C